N1,N1-bis(2,4-dimethoxybenzyl)-3-(4-methylpyridin-3-yl)-2,7-naphthyridine-1,6-diamine COC1=C(CN(C2=NC(=CC3=CC(=NC=C23)N)C=2C=NC=CC2C)CC2=C(C=C(C=C2)OC)OC)C=CC(=C1)OC